benzo[4,5]imidazo[1,2-a]piperidin-9-amine C1CCCC=2N1C1=C(N2)C=CC=C1N